C1(CCCCC1)C(=O)N1CCN(CC1)CC1=C(N=C2N1C=CC=C2)C2=CC=C(C#N)C=C2 4-(3-{[4-(cyclohexylcarbonyl)piperazin-1-yl]methyl}imidazo[1,2-a]pyridine-2-yl)benzonitrile